COC=1C=CC=C2C3=C(NC12)CN(CC3)CC 2-(8-methoxy-1,3,4,9-tetrahydro-2H-pyrido[3,4-b]indol-2-yl)ethan